[Cl-].C[N+](CCCCCCCCCCCCCCCCCC)(C)C trimethyl-stearyl-ammonium chloride